[N+](=O)([O-])CC1=CC=C(C(=O)OC)C=C1 methyl 4-(nitromethyl)benzoate